BrC1=C(SC=2C1=NSC2N(CC=2SC=CC2)C(=O)OC(C)(C)C)C([C@H](C)NC(OC(C)(C)C)=O)(F)F tert-butyl N-[(2S)-1-{6-bromo-3-[(tert-butoxycarbonyl)(thiophen-2-ylmethyl)amino]thieno[3,2-c][1,2]thiazol-5-yl}-1,1-difluoropropan-2-yl]carbamate